N-(2-(4-(4-cyclopropylpiperazine-1-yl)piperidine-1-yl)-5-((6-((R)-3-(3,4-difluorophenyl)-isoxazolidine-2-yl)pyrimidine-4-yl)amino)-4-methoxyphenyl)acrylamide C1(CC1)N1CCN(CC1)C1CCN(CC1)C1=C(C=C(C(=C1)OC)NC1=NC=NC(=C1)N1OCC[C@@H]1C1=CC(=C(C=C1)F)F)NC(C=C)=O